(S)-(1-(5-chloro-1-methyl-1H-pyrazolo[4,3-d]pyrimidin-7-yl)pyrrolidin-2-yl)methanol ClC=1N=C(C2=C(N1)C=NN2C)N2[C@@H](CCC2)CO